ClC=1C=C(C=CC1)C=1OC(=C2C1[C@H](C1=C(O[C@@H]2C2=CC=CC=C2)C=C2C(=C1)OCO2)\C=C\C2=CC=C(C=C2)C)C (6R,10S)-9-(3-chlorophenyl)-7-methyl-10-((E)-4-methylstyryl)-6-phenyl-6H,10H-[1,3]dioxolo[4',5':4,5]benzo[1,2-b]furo[3,4-E]oxepin